2-phenyl-3-(2-furyl)-prop-2-enal C1(=CC=CC=C1)C(C=O)=CC=1OC=CC1